5-(4-chlorophenyl)-pyrimidine-4,6-dithiol ClC1=CC=C(C=C1)C=1C(=NC=NC1S)S